C(CC)(=O)OC[C@@H](OC(CC)=O)COP(=O)([O-])OCC[N+](C)(C)C 1,2-Dipropionoyl-sn-Glycero-3-Phosphocholine